(S)-(3-(3-(5-methylpyridin-2-yloxy)pyrrolidin-1-yl)-6-o-tolylpyridin-2-yl)methanol CC=1C=CC(=NC1)O[C@@H]1CN(CC1)C=1C(=NC(=CC1)C1=C(C=CC=C1)C)CO